C(CC)[C@@H]1C(C(OC1)=O)C(=O)OCC ethyl (4R)-4-propyl-2-oxotetrahydrofuran-3-carboxylate